[Si](C1=CC=CC=C1)(C1=CC=CC=C1)(C(C)(C)C)OCC(CN1[C@@H](C=2NC3=CC=CC=C3C2C[C@H]1C)C=1SC(=CC1)CC1CN(C1)CCCF)(F)F (1S,3R)-2-(3-((tert-butyldiphenylsilyl)oxy)-2,2-difluoropropyl)-1-(5-((1-(3-fluoropropyl)azetidin-3-yl)methyl)thiophen-2-yl)-3-methyl-2,3,4,9-tetrahydro-1H-pyrido[3,4-b]indole